{7-bromo-3-[5-(difluoromethyl)-1,3,4-thiadiazol-2-yl]-1-ethyl-2-oxo-1,3-dihydro-1,3-benzimidazol-5-ylsulfonyl}(3-methyl-3-oxetanyl)amine BrC1=CC(=CC2=C1N(C(N2C=2SC(=NN2)C(F)F)=O)CC)S(=O)(=O)NC2(COC2)C